CC1=NN(C2=CC=C(C=C12)C1=CC=C(C=C1)[C@@H]1[C@H](C1)C(NCC1=NC(=NN1)C(C(F)(F)F)(C)C)=O)CC(=O)O 2-[3-methyl-5-[4-[(1S,2S)-2-[[3-(2,2,2-trifluoro-1,1-dimethyl-ethyl)-1H-1,2,4-triazol-5-yl]methylcarbamoyl]cyclopropyl]phenyl]indazol-1-yl]acetic acid